3-(cyclohexylamino)-2-hydroxypropanesulfonic acid C1(CCCCC1)NCC(CS(=O)(=O)O)O